O.CC1=CC=C(C(=O)O[C@H](C(=O)O)[C@@H](C(=O)O)OC(C2=CC=C(C=C2)C)=O)C=C1 (2S,3S)-2,3-bis((4-methylbenzoyl)oxy)succinic acid hydrate